The molecule is an aminoglycoside composed of glucose deoxygenated at C-4 and C-6 and having benzyloxycarbonyl (Z)-protected aminoethyl, methyl and 3-hydroxy-3-methylbutanamido substituents at positions 1, 2 and 4, respectively. It is an aminoglycoside and a carbamate ester. C[C@@H]1[C@H]([C@@H]([C@H]([C@H](O1)OCCNC(=O)OCC2=CC=CC=C2)OC)O)NC(=O)CC(C)(C)O